3-(((13S,17S)-3-((4-(2,2-dimethoxyethyl)-3,5-difluorobenzyl)oxy)-13-methyl-7,8,9,11,12,13,14,15,16,17-decahydro-6H-cyclopenta[a]phenanthren-17-yl)oxy)propan-1-ol COC(CC1=C(C=C(COC=2C=CC=3C4CC[C@@]5([C@H](CCC5C4CCC3C2)OCCCO)C)C=C1F)F)OC